amino-7-iodo-5-(pyridin-4-yl)-3,4-dihydroisoquinolin-1(2H)-one NN1C(C2=CC(=CC(=C2CC1)C1=CC=NC=C1)I)=O